2-heptyl-4-Amino-7-methoxychroman C(CCCCCC)C1OC2=CC(=CC=C2C(C1)N)OC